2-(benzoxazol-2-yl)-4-(3-(4,6-diphenylpyrimidin-2-yl)phenyl)phenol lithium [Li].O1C(=NC2=C1C=CC=C2)C2=C(C=CC(=C2)C2=CC(=CC=C2)C2=NC(=CC(=N2)C2=CC=CC=C2)C2=CC=CC=C2)O